2,5-dimethyl-thioterephthalaldehyde CC1=C(C=S)C=C(C(=C1)C=O)C